(R)-3-amino-N-benzyloxycarbonyl-pyrrole NC1=CN(C=C1)C(=O)OCC1=CC=CC=C1